trans-N-[2-methyl-7-{4-(trifluoromethyl)phenoxy}chroman-4-yl]acrylamide C[C@@H]1OC2=CC(=CC=C2[C@H](C1)NC(C=C)=O)OC1=CC=C(C=C1)C(F)(F)F